3-{4-[(4-chloro-2-methoxy-5-methylphenyl)sulfamoyl]phenyl}-1-(pyridin-3-ylmethyl)urea ClC1=CC(=C(C=C1C)NS(=O)(=O)C1=CC=C(C=C1)NC(NCC=1C=NC=CC1)=O)OC